C1(=CC=CC=C1)C=1C=CC=C2C=CC=C(C12)OB(O)O (8-phenyl-1-naphthyl)-boric acid